IC=1C=NNC1 C4-iodopyrazole